Methyl (R)-3-(4-(2-amino-2-oxoethyl)phenyl)-2-methylpropanoate NC(CC1=CC=C(C=C1)C[C@H](C(=O)OC)C)=O